FC1=C(C=CC(=C1)OC)C=1C(=CC=2N(C1)C(NN2)=O)OCC=2N(C=CN2)C 6-(2-fluoro-4-methoxyphenyl)-7-((1-methyl-1H-imidazol-2-yl)methoxy)-[1,2,4]triazolo[4,3-a]pyridin-3(2H)-one